(2Z)-({[1,3-bis(tert-butoxycarbonyl)azetidin-3-yl]oxy}imino){2-[(tert-butoxycarbonyl)amino]-1,3-thiazol-4-yl}acetic acid C(C)(C)(C)OC(=O)N1CC(C1)(C(=O)OC(C)(C)C)O\N=C(/C(=O)O)\C=1N=C(SC1)NC(=O)OC(C)(C)C